F[C@@H](CN1N=NC(=C1)C(=O)NCC1=C(C=CC(=C1)OC(F)(F)F)F)CCC=1SC(=NN1)NC(CC1=NC=CC=C1)=O (R)-1-(2-fluoro-4-(5-(2-(pyridin-2-yl)acetamido)-1,3,4-thiadiazol-2-yl)butyl)-N-(2-fluoro-5-(trifluoromethoxy)benzyl)-1H-1,2,3-triazole-4-carboxamide